FC=1C=C(C=C(C1)F)NC(=O)C=1N=C2N(C=CC(=C2)C)C1C[C@H]1CNCCO1 (S)-N-(3,5-difluorophenyl)-7-methyl-3-(morpholin-2-ylmethyl)imidazo[1,2-a]pyridine-2-carboxamide